C(C)C=1C=2N(C=C(C1)NC)C=CN2 8-ethyl-N-methyl-imidazo[1,2-a]pyridin-6-amine